C12CN(CC(CC1)O2)C2=NC=CC(=C2)OC2=CC(=C(C=C2)NC2=NC=NC1=CC(=C(C=C21)NC2CCN(CC2)C(C=C)=O)OC)F 1-(4-((4-((4-((2-(8-oxa-3-azabicyclo[3.2.1]octan-3-yl)pyridin-4-yl)oxy)-2-fluorophenyl)amino)-7-methoxyquinazolin-6-yl)amino)piperidin-1-yl)prop-2-en-1-one